2-hydroxy-2-methyl-4-oxobutanoic acid OC(C(=O)O)(CC=O)C